2,4-diacetamido-2,4,6-trideoxyglucose C(C)(=O)N[C@@H](C=O)[C@@H](O)[C@@H]([C@H](O)C)NC(C)=O